NC=1N=C(C=C2C=C(N=CC12)NC(=O)C1C2CN(CC12)S(=O)(=O)C)C=1C=NC=CC1C exo-N-[8-amino-6-(4-methyl-3-pyridyl)-2,7-naphthyridin-3-yl]-3-methylsulfonyl-3-Azabicyclo[3.1.0]Hexane-6-carboxamide